9-[(4-cyanophenyl)methyl]-2-hexyl-2,3,4,9-tetrahydro-1H-carbazole-8-carboxylic acid C(#N)C1=CC=C(C=C1)CN1C2=C(C=CC=C2C=2CCC(CC12)CCCCCC)C(=O)O